Cl.C1(=CC=CC=C1)S(=O)(=O)NC(C1=CN=C(C=C1N1C(C[C@@H](C1)C)(C)C)N1N=C(C=C1)OCCC1(CC1)C(F)(F)F)=O (S)-N-(phenylsulfonyl)-6-(3-(2-(1-(trifluoromethyl)cyclopropyl)ethoxy)-1H-pyrazol-1-yl)-4-(2,2,4-trimethylpyrrolidin-1-yl)nicotinamide hydrogen chloride salt